N-{8-fluoro-2-methylimidazo[1,2-a]pyridin-6-yl}-2-(3-hydroxycyclobutyl)-4-(piperazin-1-yl)indazole-7-carboxamide FC=1C=2N(C=C(C1)NC(=O)C1=CC=C(C3=CN(N=C13)C1CC(C1)O)N1CCNCC1)C=C(N2)C